N=S1(CCNCCC1)=O 1-imino-1λ6,4-thiazepane-1-oxid